CCCCCC[C@@H](O)C/C=C\CCCCCCCC(=O)OCC(O)COC(=O)CCCCCCC/C=C\C[C@H](O)CCCCCC glyceryl diricinoleate